ClC=1C(=NC=NC1)C1(CC1)C(=O)NC(C(=O)O)CCN(CCCCC1=NC=2NCCCC2C=C1)CC(CF)OC 2-[[1-(5-chloropyrimidin-4-yl)cyclopropanecarbonyl]amino]-4-[[3-fluoro-2-methoxy-propyl]-[4-(5,6,7,8-tetrahydro-1,8-naphthyridin-2-yl)butyl]amino]butanoic acid